N1(C=NC=C1)C1=CC=C(CN(C2=CC=C(C=C2)CN2CCOCC2)CC2=CC(=CC=C2)OC)C=C1 N-(4-(1H-imidazol-1-yl)benzyl)-N-(3-methoxybenzyl)-4-(morpholinomethyl)aniline